1-[[2-(difluoromethoxy)pyridin-4-yl]methyl]-3-[rac-(2r,3s)-3-hydroxyspiro[3.3]heptane-2-yl]urea FC(OC1=NC=CC(=C1)CNC(=O)N[C@@H]1CC2([C@@H]1O)CCC2)F |r|